Tartaric acid bitartrate OC(=O)C(O)C(O)C(=O)O.C(C(O)C(O)C(=O)O)(=O)O